C(C)(C)(C)NC(=O)C1=C(C2=C(N=C(N=C2C2=CC(=CC=C2)NC(CN2CCSCC2)=O)SC)S1)N tertbutyl-5-amino-2-methylthio-4-(3-(2-(thiomorpholin-4-yl)-acetamido)-phenyl)-thieno[2,3-d]pyrimidine-6-carboxamide